2-acetyl-2,3-dihydronaphtho[2,3-b]furan-4,9-dione C(C)(=O)C1CC2=C(O1)C(C1=CC=CC=C1C2=O)=O